6-Chloro-N-(6-chloro-2-methoxypyridin-3-yl)-1H-pyrrolo[2,3-b]pyridine-3-sulfonamide ClC1=CC=C2C(=N1)NC=C2S(=O)(=O)NC=2C(=NC(=CC2)Cl)OC